ClC=1C=C(C=C(C1)Cl)C1=CC(=CC(=N1)OC=1C=CC(=NC1)N1CCN(CC1)CCC(=O)O)CN1CCC(CC1)CCS(=O)(=O)C 3-(4-(5-((6-(3,5-dichlorophenyl)-4-((4-(2-(methylsulfonyl)ethyl)piperidin-1-yl)methyl)pyridin-2-yl)oxy)pyridin-2-yl)piperazin-1-yl)propanoic acid